N1=C(C=CC=C1)[C@H](C)NC(=O)[C@H]1CN(CC[C@@H]1NC(=O)C1=NOC(=C1)C1=C(C=C(C=C1)F)F)CC1CC1 (3S,4S)-1-Cyclopropylmethyl-4-{[5-(2,4-difluoro-phenyl)-isoxazole-3-carbonyl]-amino}-piperidine-3-carboxylic acid ((1S)-1-pyridin-2-yl-ethyl)-amide